COC(=O)C1=CC(=C2C(C(N(C2=C1)CC)=O)(C)C)NC(=O)OC(C)(C)C ((tert-butoxycarbonyl)amino)-1-ethyl-3,3-dimethyl-2-oxoindoline-6-carboxylic acid methyl ester